N1C(CCCC1)=O 2-(S)-piperidone